N-(4-(4-amino-1-isopropyl-7-(4-((1-methoxypropane-2-yl)amino)cyclohex-1-en-1-yl)-1H-pyrazolo[4,3-c]pyridin-3-yl)-2-fluorophenyl)-1-(2-chlorophenyl)methanesulfonamide NC1=NC=C(C2=C1C(=NN2C(C)C)C2=CC(=C(C=C2)NS(=O)(=O)CC2=C(C=CC=C2)Cl)F)C2=CCC(CC2)NC(COC)C